C1N(CC2=CC=CC=C12)CC1=CC(C(=CO1)OCC1CCC(CC1)C(=O)OC)=O Methyl (1r,4r)-4-(((6-(isoindolin-2-ylmethyl)-4-oxo-4H-pyran-3-yl)oxy)methyl)-cyclohexane-1-carboxylate